COC1=C(C=CC(=C1O)[N+](=O)[O-])C1=CC=CC=C1 methoxy-4-nitro-[1,1'-biphenyl]-3-ol